2-ethylhexyl-amine hydriodide I.C(C)C(CN)CCCC